2-(2-Chloro-5-isopropyl-8-oxothieno[2',3':4,5]pyrrolo[1,2-d][1,2,4]triazin-7(8H)-yl)-N-(5-chloropyrimidin-4-yl)acetamid ClC1=CC2=C(C=C3N2C(=NN(C3=O)CC(=O)NC3=NC=NC=C3Cl)C(C)C)S1